10-(2,4-difluorophenyl)-2,3-dihydro-5H-[1,4]thiazino[2,3,4-ij]quinazolin-5-one FC1=C(C=CC(=C1)F)C1=CC=C2C=NC(N3C2=C1SCC3)=O